BrC=1C=C(C(=C(C(=O)O)C1)OC)[N+](=O)[O-] 5-bromo-2-methoxy-3-nitrobenzoic acid